C(C)N(CCOCC(=O)NC)CC 2-[2-(diethylamino)ethoxy]-N-methyl-acetamide